(pyridin-2-yl)-1,3,4-thiadiazol-2-amine N1=C(C=CC=C1)C1=NN=C(S1)N